tert-butyl N-[[5-[(3-nitro-6-phenyl-2-pyridyl)amino]-2-pyridyl]methyl]carbamate [N+](=O)([O-])C=1C(=NC(=CC1)C1=CC=CC=C1)NC=1C=CC(=NC1)CNC(OC(C)(C)C)=O